fluorophenyl-boric acid FC1=C(C=CC=C1)OB(O)O